C1(CC1)C=1OC=C(N1)C=1C=C(C=CC1)N(C(=O)[C@@H]1CC[C@H](CC1)CC(=O)O)C[C@@H]1CC[C@H](CC1)C1=NC(=C(C=C1)OC)C 2-(trans-4-((3-(2-Cyclopropyloxazol-4-yl)phenyl)((trans-4-(5-methoxy-6-methylpyridin-2-yl)cyclohexyl)methyl)-carbamoyl)cyclohexyl)acetic acid